O=C1N[C@@H](C2=C(N1C1=CC(=CC=C1)C(F)(F)F)CCNC2=O)C2=CC=C(C#N)C=C2 |r| racemic-4-(2,5-dioxo-1-(3-(trifluoromethyl)phenyl)-1,2,3,4,5,6,7,8-octahydropyrido[4,3-d]pyrimidin-4-yl)benzonitrile